CN(S(=O)(=O)C)C1CCNCC1 N-methyl-N-piperidin-4-yl-methanesulfonamide